NC1=NC(=C(C=2N1C(N(N2)C[C@@H]2CNCCO2)=O)C2=CC(=NC(=C2)C)C)C2=CC=CC=C2 (S)-5-amino-8-(2,6-dimethylpyridin-4-yl)-2-(morpholin-2-ylmethyl)-7-phenyl-[1,2,4]triazolo[4,3-c]pyrimidin-3(2H)-one